CCC(C(=O)[O-])=C(CCN)C dimethyl-aminoethylmethacrylat